tert-butyl (4S)-5-amino-5-oxo-4-[1-oxo-5-[(3S)-pyrrolidin-3-yl]oxy-isoindolin-2-yl]pentanoate NC([C@H](CCC(=O)OC(C)(C)C)N1C(C2=CC=C(C=C2C1)O[C@@H]1CNCC1)=O)=O